OC1=C(C(N(C2=CC=C(C=C12)C1=CC=C(C=C1)OC)CCN1CCOCC1)=O)C(=O)OCC ethyl 4-hydroxy-6-(4-methoxyphenyl)-1-(2-morpholinoethyl)-2-oxo-1,2-dihydroquinoline-3-carboxylate